(E)-(4-(1-(4-(4-(2-(4-(2-(2,6-dioxopiperidin-3-yl)-1-oxoisoindolin-5-yl)piperazin-1-yl)ethyl)piperidin-1-yl)phenyl)-2-phenylbut-1-en-1-yl)phenyl)boronic acid O=C1NC(CCC1N1C(C2=CC=C(C=C2C1)N1CCN(CC1)CCC1CCN(CC1)C1=CC=C(C=C1)\C(=C(/CC)\C1=CC=CC=C1)\C1=CC=C(C=C1)B(O)O)=O)=O